ClC1=CC=C(C=C1)C(O)C1=NC=CC=C1 (4-chlorophenyl)-(2-pyridyl)-methanol